(3-(2-aminoquinazolin-6-yl)-2,4-difluorophenyl)-4-methoxy-3-methylbenzenesulfonamide NC1=NC2=CC=C(C=C2C=N1)C=1C(=C(C=CC1F)C1=C(C=CC(=C1C)OC)S(=O)(=O)N)F